O=C1C(=C(C=NN1)N[C@H](CN1C=C(C=C1)C(=O)N1[C@H](CNCC1)CC#N)C)C(F)(F)F 2-((S)-1-(1-((S)-2-((6-oxo-5-(trifluoromethyl)-1,6-dihydropyridazin-4-yl)amino)propyl)-1H-pyrrole-3-carbonyl)piperazin-2-yl)acetonitrile